Tert-butyl N-[(3R)-5-fluoro-1'-[3-iodo-5-methyl-1-(oxan-2-yl)-1H-pyrazolo[3,4-b]pyrazin-6-yl]-3H-spiro[1-benzofuran-2,4'-piperidin]-3-yl]carbamate FC=1C=CC2=C([C@H](C3(CCN(CC3)C3=C(N=C4C(=N3)N(N=C4I)C4OCCCC4)C)O2)NC(OC(C)(C)C)=O)C1